O=C1NC(CCC1N1C(C2=C3C(C=CC=C13)=CC(=C2)OC(N(C2=CC(=CC(=C2)OC(F)(F)F)OCCOC)C)=O)=O)=O (1-(2,6-dioxopiperidin-3-yl)-2-oxo-1,2-dihydrobenzo[cd]indol-4-yl)methyl(3-(2-methoxyethoxy)-5-(trifluoromethoxy)phenyl)carbamate